N(=[N+]=[N-])\C(\C(=O)OCC)=C/C1=NN(C=C1)C (Z)-ethyl 2-azido-3-(1-methyl-1H-pyrazol-3-yl)acrylate